C1(=CC=CC=C1)N1C=2C=CC(=CC2C=2C3=C(C=CC12)C=CC=C3)B(O)O 7-phenyl-benzo[C]Carbazole-10-boronic acid